(R)-4-((1-(5-amino-3-(difluoromethyl)-2-fluorophenyl)ethyl)amino)-6-(isopropylamino)-2-methylquinazolin NC=1C=C(C(=C(C1)[C@@H](C)NC1=NC(=NC2=CC=C(C=C12)NC(C)C)C)F)C(F)F